NC1=CC=C(C(=C1C(=O)N(C)C)F)C=1C(=C2C(=NC1)NCC21CCC(CC1)C#N)Cl 6-Amino-3-((1R,4R)-4'-chloro-4-cyano-1',2'-dihydrospiro[cyclohexane-1,3'-pyrrolo[2,3-b]pyridin]-5'-yl)-2-fluoro-N,N-dimethylbenzamide